1-(4-(4-Acryloylpiperazin-1-yl)-6-chloroquinazolin-7-yl)-5-chloropyridin-2(1H)-one C(C=C)(=O)N1CCN(CC1)C1=NC=NC2=CC(=C(C=C12)Cl)N1C(C=CC(=C1)Cl)=O